[AlH4-].[Li+].[AlH3] Aluminium hydrid Lithium aluminium hydrid